3-Methyl-2-oxo-4-[3-(4-piperidyloxy)prop-1-ynyl]benzimidazol CN1C(NC2=C1C(=CC=C2)C#CCOC2CCNCC2)=O